dichromium ammonium [NH4+].[Cr+3].[Cr+3]